CC=1C=C(C(=CC1)C(=O)O)C(=O)O 4-methyl-benzene-1,2-dicarboxylic acid